6-chloro-1-(2-ethyl-6-methylphenyl)-7-(2-fluorophenyl)-4-((2S)-2-methyl-4-(2-propenoyl)-1-piperazinyl)pyrido[2,3-d]pyrimidin-2(1H)-one ClC1=CC2=C(N(C(N=C2N2[C@H](CN(CC2)C(C=C)=O)C)=O)C2=C(C=CC=C2C)CC)N=C1C1=C(C=CC=C1)F